Benzyl (4S)-4-[(2S)-3-(benzyloxy)-2-{[(tert-butoxy)carbonyl]amino}propanamido]-2,2,5-trimethyl-3-oxoheptanoate C(C1=CC=CC=C1)OC[C@@H](C(=O)N[C@H](C(C(C(=O)OCC1=CC=CC=C1)(C)C)=O)C(CC)C)NC(=O)OC(C)(C)C